FC1=C(C(=O)N[C@H](C(=O)OC)CC2=C3CCCOC3=C(C=C2)C=2C(N(C(N(C2)C)=O)C)=O)C(=CC=C1)F methyl (S)-2-(2,6-difluorobenzamido)-3-(8-(1,3-dimethyl-2,4-dioxo-1,2,3,4-tetrahydropyrimidin-5-yl)chroman-5-yl)propanoate